(3-(2-nitro-1-phenylethyl)-2-phenyl-1H-indol-6-yl)boronic acid [N+](=O)([O-])CC(C1=CC=CC=C1)C1=C(NC2=CC(=CC=C12)B(O)O)C1=CC=CC=C1